C1(=CC=CC=C1)N1N=C(C=C1C(=O)NNC(COC1=C(C=CC=C1)OC)=O)C1=CC=CC=C1 N'-(1,3-diphenyl-1H-pyrazol-5-yl-carbonyl)-2-(2-methoxyphenoxy)acetohydrazide